FC1=NC=CC=C1N[C@H](C)C=1C=C(C=C2C(C(=C(OC12)C1=CC=CC=C1)C)=O)C 8-[(1R)-1-[(2-Fluoro-3-pyridyl)amino]ethyl]-3,6-dimethyl-2-phenyl-chromen-4-one